(N-PHENYLAMINO)METHYLTRIMETHOXYSILANE C1(=CC=CC=C1)NC[Si](OC)(OC)OC